3-amino-2-methylpropyl(dimethoxymethylsilane) NCC(C[SiH2]C(OC)OC)C